(R)-8-(4-chloro-2-fluorophenyl)-9-(3-((1-(3-fluoropropyl)pyrrolidin-3-yl)oxy)phenyl)-6,7-dihydro-5H-benzo[7]annulene-3-carboxylic acid ClC1=CC(=C(C=C1)C=1CCCC2=C(C1C1=CC(=CC=C1)O[C@H]1CN(CC1)CCCF)C=CC(=C2)C(=O)O)F